NC1=CC=C(C=C1)S(=O)(=O)F 4-amino-phenylsulfonyl fluoride